BrC=1C=C(NC2(CCC3(C(NC4=CC=CC=C34)=O)CC2)C(=O)O)C=CC1 (1s,4s)-4-(3-bromoanilino)-2'-oxo-1',2'-dihydrospiro[cyclohexane-1,3'-indole]-4-carboxylic acid